C(C)(C)C1=CC=C(C=N1)NC(=O)C1=CC2=C(NC(=N2)C2=CC=C(C=C2)N(C)C)C=C1 2-(4-Dimethylamino-phenyl)-1H-benzoimidazole-5-carboxylic Acid (6-isopropylpyridin-3-yl)-amide